NCC(C[Si](C)(C)OC)C 3-amino-2-methylpropyl-(methoxydimethylsilane)